C1(=CC(=CC=C1)CC1N(CC2(CC2)C1NS(=O)(=O)CC)C(=O)NCC)C1=CC=CC=C1 6-([1,1'-biphenyl]-3-ylmethyl)-N-ethyl-7-(ethylsulfonamido)-5-azaspiro[2.4]heptane-5-carboxamide